COC=1C=C2CCN(C(C2=CC1OC)CCC1=CN(C2=CC=CC=C12)CCN(C)C)CC1CCOCC1 2-(3-(2-(6,7-dimethoxy-2-((tetrahydro-2H-pyran-4-yl)methyl)-1,2,3,4-tetrahydroisoquinolin-1-yl)ethyl)-1H-indol-1-yl)-N,N-dimethylethane-1-amine